N,N-bis(cyanoethyl)methylamine C(#N)CCN(CCC#N)C